FC(C(=O)O)(C(C(OC(F)(F)F)(F)F)(F)F)F perfluoro-4-methyloxybutanoic acid